[Cl-].[Cl-].C1(=CC=C(C=C1)C(=[Zr+2](C1=CC(=CC=2C3=CC(=CC=C3CC12)C(C)(C)C)C(C)(C)C)C1C=CC=C1)C1=CC=C(C=C1)C)C Bis(p-tolyl)methylene(cyclopentadienyl)(3,6-di-tert-butylfluorenyl)zirconium dichloride